C(C)(C)(C)OC(=O)N1CC(C1)(CC1=C(C=CC=C1)[N+](=O)[O-])C#N.C(C)N1C(N(C2=C1C=C(C(=C2)C2=NC1=C(C=NC(=C1)C(F)(F)F)N2C)SCC)C)=O 1-ethyl-6-ethylsulfanyl-3-methyl-5-[3-methyl-6-(trifluoromethyl)imidazo[4,5-c]pyridin-2-yl]benzimidazol-2-one tert-butyl-3-cyano-3-(2-nitrobenzyl)azetidine-1-carboxylate